5-phenoxy-1-[3-(trifluoromethyl)phenyl]-1H-tetrazole O(C1=CC=CC=C1)C1=NN=NN1C1=CC(=CC=C1)C(F)(F)F